ClC1=C(C(=CC=2C3=C(C=NC12)[C@@H](N([C@H]3C)C(CO)=O)C)OC)Cl 1-((1S,3S)-6,7-dichloro-8-methoxy-1,3-dimethyl-1,3-dihydro-2H-pyrrolo[3,4-c]quinolin-2-yl)-2-hydroxyethan-1-one